6-(3-amino-2,6-difluorophenyl)-5-fluoroimidazo[1,5-a]pyrazine-1-carboxylic acid NC=1C(=C(C(=CC1)F)C=1N=CC=2N(C1F)C=NC2C(=O)O)F